(S)-N-(1-amino-1-oxopropan-2-yl)-5-(4-(trifluoromethyl)phenoxy)-2-naphthamide NC([C@H](C)NC(=O)C1=CC2=CC=CC(=C2C=C1)OC1=CC=C(C=C1)C(F)(F)F)=O